ClC1=C2C(=NC=C1)N(C=N2)CC2=CC=C(C=C2)OC 7-chloro-3-(4-methoxybenzyl)-3H-imidazo[4,5-b]pyridine